3-(3'-ethoxy-4-isopropoxy-4'-(7-oxo-6,7-dihydro-3H-[1,2,3]triazolo[4,5-d]pyrimidin-5-yl)-[1,1'-biphenyl]-3-yl)-2-methylpropanoic acid C(C)OC=1C=C(C=CC1C=1NC(C2=C(N1)NN=N2)=O)C2=CC(=C(C=C2)OC(C)C)CC(C(=O)O)C